N,N-dimethyl-6-phenyl-6-(pyrrolidin-1-yl)-4,5,6,7-tetrahydrobenzothiazol-2-amine CN(C=1SC2=C(N1)CCC(C2)(N2CCCC2)C2=CC=CC=C2)C